C(N)(=S)CCCNC(OC(C)(C)C)=O tert-butyl (3-thiocarbamoylpropyl)-carbamate